ClC=1C=C(C(=NC1Cl)O)CO 5,6-Dichloro-3-(hydroxymethyl)pyridin-2-ol